1-[(1R,2S)-2-heptylcyclopropyl]-N,N-dimethyloctadecan-9-amine C(CCCCCC)[C@@H]1[C@@H](C1)CCCCCCCCC(CCCCCCCCC)N(C)C